C[C@H]1CC[C@@H](N(C1)C(=O)OC(C)(C)C)C1=CC(=CC=C1)N1CCN(CC1)C tert-butyl (2R,5S)-5-methyl-2-[3-(4-methylpiperazin-1-yl)phenyl]piperidine-1-carboxylate